3-(2-(2-(phenylamino)benzamido)ethyl)-1H-indol C1(=CC=CC=C1)NC1=C(C(=O)NCCC2=CNC3=CC=CC=C23)C=CC=C1